C(C)C1=C(C=C(N=N1)C=1C(NC(NC1)=O)=O)[C@@H]1[C@H](C1)C(C)C 5-(6-Ethyl-5-((1S,2R)-2-isopropylcyclopropyl)pyridazin-3-yl)pyrimidine-2,4(1H,3H)-dione